N6-(19-aminopentaoxo-nonadecyl)-adenosine NC(CCCCCCCCCCCCCCC(C(C(C(NC=1C=2N=CN([C@H]3[C@H](O)[C@H](O)[C@@H](CO)O3)C2N=CN1)=O)=O)=O)=O)=O